FC1=C(C=CC(=C1)C)NC1=CC=C2C(=N1)NN=C2NC(C2=CC=C(C=C2)C2CCN(CC2)C)=O N-(6-((2-fluoro-4-methylphenyl)amino)-1H-pyrazolo[3,4-b]pyridin-3-yl)-4-(1-methylpiperidin-4-yl)benzamide